tert-butyl (S,E)-2-(4-(4-(4-(hydroxyamino)but-1-en-1-yl)phenyl)-2,3,9-trimethyl-6H-thieno[3,2-f][1,2,4]triazolo[4,3-a][1,4]diazepin-6-yl)acetate ONCCC=CC1=CC=C(C=C1)\C\1=N/[C@H](C=2N(C3=C1C(=C(S3)C)C)C(=NN2)C)CC(=O)OC(C)(C)C